OCC=CCC hydroxymethyl-butene